C[C@]1(CC2(O[C@@H]([C@H](O2)C2=CC=CC=C2)C2=CC=CC=C2)CCC1)C(=O)N ((2R,3R,7S)-7-methyl-2,3-diphenyl-1,4-dioxaspiro[4.5]decan-7-yl)-carboxamide